azoketone N1=NC1=O